C1(CC1)S(=O)(=O)NC=1SC=C(N1)C(C)(C)NC(C1=CC=C(C=C1)C=1C=NC=CC1)=O N-(2-(2-(cyclopropanesulfonamido)thiazol-4-yl)propan-2-yl)-4-(pyridin-3-yl)benzamide